C1(CC1)COC1=C(C=C(C=N1)C1CC2(CC(C2)(F)F)CCN1CC1=C2C=CNC2=C(C=C1OC)C)F 6-(6-(cyclopropylmethoxy)-5-fluoropyridin-3-yl)-2,2-difluoro-7-((5-methoxy-7-methyl-1H-indol-4-yl)methyl)-7-azaspiro[3.5]nonane